NC(CCC=1C=CC2=C(NC(=N2)CNC2=C(C=CC=C2)C=CC(=O)O)C1)=O 3-(2-(((6-(3-amino-3-oxopropyl)-1H-benzo[d]imidazol-2-yl)methyl)amino)phenyl)acrylic acid